6-(benzyloxy)-2-(2,6-dioxopiperidin-3-yl)-3-oxoisoindoline-4-carbonitrile C(C1=CC=CC=C1)OC=1C=C(C=2C(N(CC2C1)C1C(NC(CC1)=O)=O)=O)C#N